tert-butyl ((1r,3r)-3-(3,4-difluorophenoxy)cyclobutyl)carbamate FC=1C=C(OC2CC(C2)NC(OC(C)(C)C)=O)C=CC1F